N-(1,3-benzothiazol-6-yl)-7-(3-methoxy-1-methyl-1H-pyrazol-4-yl)-5-{[1-(2-methoxyethyl)piperidin-4-yl]oxy}quinazolin-4-amine S1C=NC2=C1C=C(C=C2)NC2=NC=NC1=CC(=CC(=C21)OC2CCN(CC2)CCOC)C=2C(=NN(C2)C)OC